CN1C(N(C(C2=C1C=CN2[C@H](C(=O)O)C)=O)C)=O (S)-2-(1,3-dimethyl-2,4-dioxo-1,2,3,4-tetrahydro-5H-pyrrolo[3,2-D]pyrimidin-5-yl)propionic acid